ClC1=C2N(C(C(=C1)NC1=CC(=NC=N1)NC(=O)C1CC1)=O)C(NC2=O)C2=CC(=CC=C2)F N-[6-[[8-chloro-3-(3-fluorophenyl)-1,5-dioxo-2,3-dihydroimidazo[1,5-a]-pyridin-6-yl]amino]pyrimidin-4-yl]cyclopropanecarboxamide